(E)-3,7-dimethylocta-2,6-dien-1-yl palmitate C(CCCCCCCCCCCCCCC)(=O)OC\C=C(\CCC=C(C)C)/C